N(=[N+]=[N-])[C@@H]1C[C@H](N(CC1)C(=O)OCCCC)CC(=O)OC(C)(C)C butyl (2S,4S)-4-azido-2-(2-(tert-butoxy)-2-oxoethyl)piperidine-1-carboxylate